O[C@H]1CCN(CC[C@@H]1[C@@H]1N2C(C3=CC=CC=C13)=CN=C2)S(=O)(=O)N (4S,5R)-4-hydroxy-5-((S)-5H-imidazo[5,1-a]isoindol-5-yl)azepan-1-sulfonamide